6-[4-(4-fluorophenyl)pyridazin-3-yl]imidazo[1,2-a]pyridine FC1=CC=C(C=C1)C1=C(N=NC=C1)C=1C=CC=2N(C1)C=CN2